methyl 4-(3-hydroxy-5-methyl-1H-pyrazol-1-yl)benzoate OC1=NN(C(=C1)C)C1=CC=C(C(=O)OC)C=C1